C1(CC1)COC1=CC(=C(C=C1)F)F 4-(Cyclopropylmethoxy)-1,2-difluorobenzene